(R)-(5-(2-(2,5-difluorophenyl)pyrrolidin-1-yl)pyrazolo[1,5-a]pyrimidin-3-yl)(3-hydroxy-3-methylazetidin-1-yl)methanone FC1=C(C=C(C=C1)F)[C@@H]1N(CCC1)C1=NC=2N(C=C1)N=CC2C(=O)N2CC(C2)(C)O